N-(3-(tert-butyl)-5-cyclopropylbenzyl)-2-(N-(4-chlorobenzyl)-(2,3,4,5,6-pentafluorophenyl)sulfonamido)-N-(3,5-dihydroxyphenyl)acetamide C(C)(C)(C)C=1C=C(CN(C(CN(S(=O)(=O)C2=C(C(=C(C(=C2F)F)F)F)F)CC2=CC=C(C=C2)Cl)=O)C2=CC(=CC(=C2)O)O)C=C(C1)C1CC1